FC=1C=2N(C=C(C1OC(C)C)C(=O)O)C=C(N2)C21COC(C2)(C1)C 8-fluoro-7-isopropoxy-2-(1-methyl-2-oxabicyclo[2.1.1]hexan-4-yl)imidazo[1,2-a]pyridine-6-carboxylic acid